5-chloro-2-(2,3-dichlorophenyl)-3-iodopyrazine ClC=1N=C(C(=NC1)C1=C(C(=CC=C1)Cl)Cl)I